FC=1C=CC(=NC1)CNC(=O)NC1=CC=C(C=C1)[C@@H]1C=2N(CCC1)C=NC2C (R)-1-((5-fluoropyridin-2-yl)methyl)-3-(4-(1-methyl-5,6,7,8-tetrahydroimidazo[1,5-a]pyridin-8-yl)phenyl)urea